COC1=CC(=C(C=C1NC1=NC=NC(=C1)N1OCC[C@@H]1C1=CC(=CC=C1)OC)NC(C=C)=O)N1CCC(CC1)N1CCOCC1 N-(4-methoxy-5-((6-((R)-3-(3-methoxyphenyl)isoxazolidine-2-yl)pyrimidine-4-yl)amino)-2-(4-morpholinopiperidine-1-yl)phenyl)acrylamide